(S)-5-chloro-4-methyl-1,4-dihydro-2H-pyrimidin-4,5-d ClC1([C@](NCNC1)([2H])C)[2H]